BrC=1C=C(C=CC1)N(C1=NC(=NC2=CC(=C(C=C12)F)Cl)Cl)C N-(3-bromophenyl)-2,7-dichloro-6-fluoro-N-methyl-quinazolin-4-amine